(tert-butyldimethylsilyl)-7-deaza-7-iodo-2'-deoxyguanosine [Si](C)(C)(C(C)(C)C)[C@@]1(C[C@H](O)[C@@H](CO)O1)N1C=C(C=2C(=O)NC(N)=NC12)I